BrC=1C=C(C(=NC1)C(=C)OCC)[N+](=O)[O-] 5-bromo-2-(1-ethoxyvinyl)-3-nitropyridine